C(C)[C@@H]1NC(N(C1=O)C1CC2(CC(C2)OC2=NC=CC=C2C(=O)N)C1)=O 2-{[(αr)-6-[(4S)-4-ethyl-2,5-dioxoimidazolidin-1-yl]spiro[3.3]heptane-2-yl]oxy}pyridine-3-carboxamide